N-[2,5-difluoro-4-(trifluoromethyl)phenyl]-7-oxo-1,4,5,6-tetrahydroindole-3-sulfonamide FC1=C(C=C(C(=C1)C(F)(F)F)F)NS(=O)(=O)C1=CNC=2C(CCCC12)=O